FC(CN1[C@@H](C=2NC3=CC=CC=C3C2C[C@H]1C)C=1C=NC(=NC1)N1CCC(CC1)=O)F (5-((1R,3R)-2-(2,2-difluoroethyl)-3-methyl-2,3,4,9-tetrahydro-1H-pyrido[3,4-b]indol-1-yl)pyrimidin-2-yl)piperidin-4-one